2,6-bis(benzyloxy)pyridin-3-amine hydrochloride Cl.C(C1=CC=CC=C1)OC1=NC(=CC=C1N)OCC1=CC=CC=C1